CN1C(=NN=C1)C1CCNCC1 4-(4-methyl-1,2,4-triazol-3-yl)piperidine